C(C)(C)(C)OC(N[C@@H]1CN(CC1)C1=NC=CC(=N1)N1CC=2C(=NC=CC2C1=O)C1=C(C=CC=C1OC)F)=O ((3S)-1-(4-(4-(2-fluoro-6-methoxyphenyl)-1-oxo-1,3-dihydro-2H-pyrrolo[3,4-c]pyridin-2-yl)pyrimidin-2-yl)pyrrolidin-3-yl)carbamic acid tert-butyl ester